ClC=1C=C(C=CC1F)[C@@H](NC(=O)N1[C@@H](C(NCC1)=O)C)[C@@H]1C[C@@H](C1)OC(F)F |o1:8| (2R)-N-((S or R)-(3-chloro-4-fluorophenyl)(cis-3-(difluoromethoxy)cyclobutyl)methyl)-2-methyl-3-oxopiperazine-1-carboxamide